NC1=C2C(=NC=N1)N(N=C2C2=C(C=1C(=NC(=CC1)C(=O)NC)N2)Cl)C(C)(C)C 2-{4-Amino-1-tert-butyl-1H-pyrazolo[3,4-d]pyrimidin-3-yl}-3-chloro-N-methyl-1H-pyrrolo[2,3-b]pyridine-6-carboxamide